(S)-2-(3,4-dimethoxyphenyl)-3-methyl-5-(3,4,5-trimethoxyphenyl)imidazole COC=1C=C(C=CC1OC)C1=NC(=CN1C)C1=CC(=C(C(=C1)OC)OC)OC